Dibutyl 9,9'-((5-(2-(4-(2-((3-(bis(2-hydroxy-9-(isopentyloxy)-9-oxononyl)amino)propyl)disulfaneyl)ethyl)piperazin-1-yl)ethoxy)-5-oxopentyl)azanediyl)bis(8-hydroxynonanoate) OC(CN(CCCSSCCN1CCN(CC1)CCOC(CCCCN(CC(CCCCCCC(=O)OCCCC)O)CC(CCCCCCC(=O)OCCCC)O)=O)CC(CCCCCCC(OCCC(C)C)=O)O)CCCCCCC(=O)OCCC(C)C